2-(4-chloro-1-isopropyl-1H-pyrazol-5-yl)-N-(4-(1-ethyl-4-(trifluoromethyl)-1H-imidazol-2-yl)benzyl)-4,5,6,7-tetrahydropyrazolo[1,5-a]pyridin-4-amine ClC=1C=NN(C1C1=NN2C(C(CCC2)NCC2=CC=C(C=C2)C=2N(C=C(N2)C(F)(F)F)CC)=C1)C(C)C